C(C1=CC=CC=C1)C1CC(NC1)C(=O)N 4-benzylpyrrolidine-2-carboxamide